FC(C1CNC1)(F)F 3-(trifluoromethyl)azetidin